[Si](C1=CC=CC=C1)(C1=CC=CC=C1)(C(C)(C)C)OC[C@@H](CS(=O)(=O)N)C=C (S)-2-(((TERT-BUTYLDIPHENYLSILYL)OXY)METHYL)BUT-3-ENE-1-SULFONAMIDE